tert-butyl 4-(2-((5-formyl-4-methylpyridin-2-yl)oxy)ethyl)piperazine-1-carboxylate C(=O)C=1C(=CC(=NC1)OCCN1CCN(CC1)C(=O)OC(C)(C)C)C